NC1=C(C(=O)NC2=C(C=CC(=C2)C2=CC(=NN2C)C(F)(F)F)OC)C=CC(=N1)COC 2-amino-N-{2-methoxy-5-[1-methyl-3-(trifluoromethyl)-1H-pyrazol-5-yl]phenyl}-6-(methoxymethyl)nicotinamide